C(#N)C=1C(=NC(=NC1)N[C@H]1C[C@H](CCC1)N1CC2=CC=C(C=C2C1=O)NC(\C=C\CN(C)C)=O)OC (E)-N-(2-((1S,3R)-3-((5-cyano-4-methoxypyrimidin-2-yl)amino)cyclohexyl)-3-oxoisoindolin-5-yl)-4-(dimethylamino)but-2-enamide